benzenesulfonyl-ethanone C1(=CC=CC=C1)S(=O)(=O)C(C)=O